C(C)(=O)NC1=CC=C(C=C1)C[C@@H](C(=O)O)OC (S)-(-)-3-(4'-acetamidophenyl)-2-methoxypropionic acid